benzyl-3-fluoro-3-(methoxymethyl)pyrrolidine C(C1=CC=CC=C1)N1CC(CC1)(COC)F